[2-(6-azaspiro[2.5]octan-6-yl)-4-bromophenyl]-N-[8-(4,4-difluoropiperidinyl)-7-fluoro(6-quinolyl)]formamide C1CC12CCN(CC2)C2=C(C=CC(=C2)Br)N(C=O)C=2C=C1C=CC=NC1=C(C2F)N2CCC(CC2)(F)F